5-amino-2-methyl-2H-indazole-4-carbonitrile hydrochloride Cl.NC1=C(C2=CN(N=C2C=C1)C)C#N